C(C)(=O)C1=NN(C2=C(C=C(C=C12)C=1C=NC(=NC1)C)CC)CC(=O)OC(C)(C)C tert-Butyl 2-(3-acetyl-7-ethyl-5-(2-methylpyrimidin-5-yl)-1H-indazol-1-yl)acetate